1-(tert-butoxycarbonyl)pyrrolidin-2-yl-boric acid C(C)(C)(C)OC(=O)N1C(CCC1)OB(O)O